C(C)(C)(C)OC(=O)N1CCC2(CC1)CC(C1=CC(=CC=C12)Br)OC1=C(C=CC=C1)CC(=O)OCC 5-bromo-3-(2-(2-ethoxy-2-oxoethyl)phenoxy)-2,3-dihydrospiro[indene-1,4'-piperidine]-1'-carboxylic acid tert-butyl ester